FC=1C=C(C=C(C1C1(CCSCC1)F)F)C1=NO[C@H](C1)CN1N=NC=C1 1-({(5R)-3-[3,5-difluoro-4-(4-fluorothian-4-yl)phenyl]-4,5-dihydro-1,2-oxazol-5-yl}methyl)-1H-1,2,3-triazole